FC1=C(C=CC(=C1)C(F)(F)F)C1=NN(C2=NC=CC=C21)C2CN(C2)C(C=C)=O 1-(3-(3-(2-fluoro-4-(trifluoro-methyl)phenyl)-1H-pyrazolo[3,4-b]pyridin-1-yl)azetidin-1-yl)prop-2-en-1-one